P(=O)(OC1=CC=C(C=C1)CCCCCCCC)(OC1=CC=C(C=C1)CCCCCCCC)[O-].[Mg+2].C(CCCCCCC)C1=CC=C(C=C1)OP(=O)(OC1=CC=C(C=C1)CCCCCCCC)[O-] magnesium bis[4-octylphenyl] phosphate